OC1CC2(CN(C2)CC2=NN3C(C(N(CC3)C3=C(C=C(C=C3)C=3N=CC4=C(N3)C=CC(=N4)C(F)(F)F)C)=O)=C2C)C1 2-((6-hydroxy-2-azaspiro[3.3]hept-2-yl)methyl)-3-methyl-5-(2-methyl-4-(6-(trifluoromethyl)pyrido[3,2-d]pyrimidin-2-yl)phenyl)-6,7-dihydropyrazolo[1,5-a]pyrazin-4(5H)-one